6-Amino-2-(3,5-dichloro-4-((5-(2,2-dimethyltetrahydro-2H-pyran-4-yl)-6-oxo-1,6-dihydropyridazin-3-yl)oxy)phenyl)-1,2,4-triazine-3,5(2H,4H)-dione NC=1C(NC(N(N1)C1=CC(=C(C(=C1)Cl)OC1=NNC(C(=C1)C1CC(OCC1)(C)C)=O)Cl)=O)=O